O[C@H]1[C@@H](CC1)NC1=NC(N(C2=CC(=CC(=C12)OC)C(F)(F)F)C1=CC=CC=C1)=O 4-(((Trans)-2-hydroxycyclobutyl)amino)-5-methoxy-1-phenyl-7-(trifluoromethyl)quinazolin-2(1H)-one